1-(6-{8-hydroxy-1,4-dioxaspiro[4.5]decan-8-yl}pyridin-3-yl)-N,N-dimethylpiperidine-4-carboxamide OC1(CCC2(OCCO2)CC1)C1=CC=C(C=N1)N1CCC(CC1)C(=O)N(C)C